NC=1NC(=C(N1)C#N)C#N 2-amino-4,5-imidazoledinitrile